C(C)C1=C(C(=CC=C1)OC(C)=O)OC(C)=O ethyl-2,3-diacetoxybenzene